C(#N)C1=C(C=CC(=C1)C(=O)C1=CNC2=C(C=CC=C12)C=1C(=CC2=C(N=C3N2CCC3)C1)C(F)(F)F)NC(\C=C\CNC1CCC(CC1)OC)=O (E)-N-(2-cyano-4-(7-(7-(trifluoromethyl)-2,3-dihydro-1H-benzo[d]pyrrolo[1,2-a]imidazol-6-yl)-1H-indole-3-carbonyl)phenyl)-4-(((1r,4r)-4-methoxycyclohexyl)amino)but-2-enamide